4-(1-trityl-1H-imidazol-4-yl)butan-1-ol C(C1=CC=CC=C1)(C1=CC=CC=C1)(C1=CC=CC=C1)N1C=NC(=C1)CCCCO